7-[1-(1-Cyano-4-piperidyl)-5-methyl-triazol-4-yl]-5-[1-[5-fluoro-6-(2-methoxyethoxy)-2-pyridyl]ethoxy]imidazo[1,2-a]pyridine-3-carbonitrile C(#N)N1CCC(CC1)N1N=NC(=C1C)C1=CC=2N(C(=C1)OC(C)C1=NC(=C(C=C1)F)OCCOC)C(=CN2)C#N